CN1CCC(CC1)(C(=O)OC(CCCC)CCCC)C 5-((1,4-dimethylpiperidine-4-carbonyl)oxy)nonane